N-(2-(1H-1,2,4-triazol-1-yl)-4-(trifluoromethyl)phenyl)-2-(4-((1-(2-(2,6-dioxopiperidin-3-yl)-1,3-dioxoisoindoline-5-yl)azetidin-3-yl)ethynyl)-1H-pyrazole-1-yl)-2-methylpropanamide N1(N=CN=C1)C1=C(C=CC(=C1)C(F)(F)F)NC(C(C)(C)N1N=CC(=C1)C#CC1CN(C1)C=1C=C2C(N(C(C2=CC1)=O)C1C(NC(CC1)=O)=O)=O)=O